1-ethyl-2-[2-(trifluoromethyl)pyrimidin-5-yl]-2,8-diazaspiro[4.5]decan-3-one hydrochloride Cl.C(C)C1N(C(CC12CCNCC2)=O)C=2C=NC(=NC2)C(F)(F)F